2-(6-(1-(trifluoromethyl)cyclopropyl)pyridin-3-yl)acetamide FC(C1(CC1)C1=CC=C(C=N1)CC(=O)N)(F)F